F[Sb-](F)(F)(F)(F)F.C1(=CC=CC=C1)[S+](C1=CC=C(C=C1)SC1=CC=CC=C1)C1=CC=CC=C1 diphenyl-4-(phenylthio)phenylsulfonium hexafluoroantimonate